2-hydroxypyridine-1-oxide OC1=[N+](C=CC=C1)[O-]